FC(OC1=CC=C(C=C1)NC(=O)NC1CN(CC1)C(=O)OC(C)(C)C)(F)F Tert-butyl 3-({[4-(trifluoromethoxy)phenyl]carbamoyl} amino)pyrrolidine-1-carboxylate